3,4-Methylenedioxyphenethylamine C1OC=2C=C(CCN)C=CC2O1